C(C)OC(C(CCCC(CCNC1=NC(=C(C=C1C(F)(F)F)[N+](=O)[O-])C(=O)NN)(C)C)(C(F)(F)F)OCC1=CC=CC=C1)=O 2-benzyloxy-8-[[6-(hydrazinocarbonyl)-5-nitro-3-(trifluoromethyl)-2-pyridinyl]amino]-6,6-dimethyl-2-(trifluoromethyl)octanoic acid ethyl ester